N-(1-(azetidin-1-ylmethyl)cyclopropyl)-2-(3-chloro-4-fluorophenyl)-2,2-difluoroacetamide N1(CCC1)CC1(CC1)NC(C(F)(F)C1=CC(=C(C=C1)F)Cl)=O